2,3,4,5-tetrakis(3-(tert-butyl)-9H-carbazol-9-yl)-6-(4,6-diphenylpyrimidin-2-yl)benzonitrile C(C)(C)(C)C=1C=CC=2N(C3=CC=CC=C3C2C1)C1=C(C#N)C(=C(C(=C1N1C2=CC=CC=C2C=2C=C(C=CC12)C(C)(C)C)N1C2=CC=CC=C2C=2C=C(C=CC12)C(C)(C)C)N1C2=CC=CC=C2C=2C=C(C=CC12)C(C)(C)C)C1=NC(=CC(=N1)C1=CC=CC=C1)C1=CC=CC=C1